(1R,3S,5R)-2-(2-(2-amino-9H-purin-9-yl)acetyl)-N-(6-bromopyridin-2-yl)-2-azabicyclo[3.1.0]hexane-3-carboxamide NC1=NC=C2N=CN(C2=N1)CC(=O)N1[C@@H]2C[C@@H]2C[C@H]1C(=O)NC1=NC(=CC=C1)Br